C(CCCCCCCCCCCCCCCCCCCCCCCCC)(=O)O[C@@H]([C@H]([C@H](CO[C@@H]1[C@H](O)[C@@H](O)[C@@H](O)[C@H](O1)CO)N)O)CCCCCCCCCCCCCC (2S,3S,4R)-2-Amino-1-(α-D-galactopyranosyloxy)-3-hydroxy-octadecan-4-yl hexacosanoate